C1=CC=CC=2OC3=CC=CC=C3N(C12)CCCCS(=O)(=O)O 4-(10H-phenoxazin-10-yl)butane-1-sulfonic acid